OC1CN(C1)C1=CC=C2C3(CC=4C(=NOC4C2=C1)NS(=O)(=O)C1=NC=CC=C1OC)CC3 N-(8'-(3-hydroxyazetidin-1-yl)-4'H-spiro[cyclopropane-1,5'-naphtho[2,1-d]isoxazol]-3'-yl)-3-methoxypyridine-2-sulfonamide